(R)-N-(1-(3-(difluoromethyl)-5-(2,2,2-trifluoroethoxy)phenyl)cyclopropyl)-3-(4-fluorophenyl)-3-hydroxybutanamide FC(C=1C=C(C=C(C1)OCC(F)(F)F)C1(CC1)NC(C[C@@](C)(O)C1=CC=C(C=C1)F)=O)F